C1=CC(=CC=C1CC2=CC=C(C=C2)N3C(=O)C=CC3=O)N4C(=O)C=CC4=O 4,4'-bismaleimidodiphenylmethane